C(#N)C=1C=C(C=CC1)C=1N=C(SC1C1=CC(=NC(=C1)C)C(C)(C)OCC1=CC=C(C=C1)OC)NC(=O)N1CC2(C1)COCC2 N-[4-(3-cyanophenyl)-5-[2-[1-[(4-methoxyphenyl)methoxy]-1-methyl-ethyl]-6-methyl-4-pyridinyl]thiazol-2-yl]-6-oxa-2-azaspiro[3.4]octane-2-carboxamide